N-(3'-(2-aminopyrimidin-4-yl)-4'-(benzyloxy)-2-Methyl-[1,1'-biphenyl]-4-yl)-N-(4-fluorophenyl)cyclopropane-1,1-dicarboxamide NC1=NC=CC(=N1)C=1C=C(C=CC1OCC1=CC=CC=C1)C1=C(C=C(C=C1)N(C(=O)C1(CC1)C(=O)N)C1=CC=C(C=C1)F)C